P1=C(C=C1)C=O Phosphetal